methyl 6-oxo-3,6-dihydropyridine-4-carboxylate O=C1C=C(CC=N1)C(=O)OC